NC=1N=C(SC1C(C1=CC=C(C=C1)OC(F)F)=O)N(C1=CC(=C(C=C1)Cl)F)C(C(=O)N)C (N-[4-Amino-5-[4-(difluoromethoxy)benzoyl]thiazol-2-yl]-4-chloro-3-fluoroanilino)propanamid